COC=1C=C2C(=CC=NC2=CC1OC)OC=1C=C(C=CC1)C 6,7-Dimethoxy-4-m-tolyloxy-quinoline